The molecule is the simplest member of the class of benzotriazoles that consists of a benzene nucleus fused to a 1H-1,2,3-triazole ring. It has a role as an environmental contaminant and a xenobiotic. C1=CC2=NNN=C2C=C1